(2S,3R)-1-[7-chloro-8-fluoro-2-(methylsulfanyl)pyrido[4,3-d]pyrimidin-5-yl]-3-fluoro-2-methyl-pyrrolidine ClC1=C(C=2N=C(N=CC2C(=N1)N1[C@H]([C@@H](CC1)F)C)SC)F